cyclopropylmethyl (trans-4-((4-(4-chloro-1H-pyrazol-3-yl)-5-cyanopyrimidin-2-yl)amino)cyclohexyl)(5-(2-methoxypyrimidin-5-yl)pyrazin-2-yl)carbamate ClC=1C(=NNC1)C1=NC(=NC=C1C#N)N[C@@H]1CC[C@H](CC1)N(C(OCC1CC1)=O)C1=NC=C(N=C1)C=1C=NC(=NC1)OC